NC1=CC=C(OC2=CC=C(C=C2)C2=CC=CC=C2)C=C1 4'-(4-aminophenoxy)biphenyl